CCOC(=O)C1=CC=2N(C=C(C2S1)I)C(=O)OC(C)(C)C 6-iodo-4H-thieno[3,2-b]Pyrrole-2,4-dicarboxylic acid 4-tert-butyl 2-ethyl ester